OCCCCCP(OC)(OC)=O Dimethyl (5-hydroxypentyl)phosphonate